ClC1=C(C=C(C=C1)N1CC(C2=NC(=CC=C21)C(=O)N2CCC1(CNC(O1)=O)CC2)(C)C)F 8-(1-(4-chloro-3-fluorophenyl)-3,3-dimethyl-2,3-dihydro-1H-pyrrolo[3,2-b]pyridine-5-carbonyl)-1-oxa-3,8-diazaspiro[4.5]decan-2-one